BrC1=C(C(=CC=C1)O)C=O bromocresolOne